ClC1=NC=C(C(=N1)NCCC1=C(C=CC=C1)F)C(=O)N 2-chloro-4-((2-fluorophenyl-ethyl)amino)pyrimidin-5-carboxamide